CC=1NC(C=CC1N1CN(C2=CC=CC=C2C1=O)C1=C(C=CC=C1)C)=O 3-(2-methyl-6-oxo-1,6-dihydropyridin-3-yl)-1-(o-tolyl)-2,3-dihydroquinazolin-4(1H)-one